4-chloro-2-((ethylthio)methyl)pyridine ClC1=CC(=NC=C1)CSCC